OCC1=CC(=C(C=C1)B(O)O)C (4-(hydroxymethyl)-2-methylphenyl)boronic acid